BISULFATE S([O-])(O)(=O)=O